C(=O)O.FC1=C(OC2=C(N=C(S2)C(=O)N)C)C=CC(=C1)N1N=C2N(C1=O)[C@@H](CO2)C2=CC=CC=C2 (R)-5-(2-fluoro-4-(3-oxo-5-phenyl-5,6-dihydro-oxazolo[2,3-c][1,2,4]triazol-2(3H)-yl)phenoxy)-4-methylthiazole-2-carboxamide formate salt